BrC1=CC2=C(NC(C3N(C2=O)CCN(C3)CC(=O)C3=CC(=CC=C3)O)=O)C=C1 8-bromo-2-(2-(3-hydroxyphenyl)-2-oxoethyl)-1,3,4,12a-tetrahydrobenzo[e]pyrazino[1,2-a][1,4]diazepine-6,12(2H,11H)-dione